C(C1=CC=CC=C1)OC(=O)N1CCN(CC1)C1=C(C(=O)O)C=CC=C1 (4-(benzyloxycarbonyl)piperazin-1-yl)benzoic acid